C1(CCCC1)NCC(=O)NC1=CNC(=C1C)\C=C\1/C(NC2=CC=C(C=C12)F)=O (Z)-2-(cyclopentylamino)-N-(5-((5-fluoro-2-oxoindol-3-ylidene)methyl)-4-methyl-1H-pyrrol-3-yl)acetamide